(1r,4r)-4-hydroxy-N-(2-(4-phenylbutyl)cyclopropyl)cyclohexane-1-carboxamide OC1CCC(CC1)C(=O)N[C@H]1C(C1)CCCCC1=CC=CC=C1